tert-butyl (4-hydroxy-5-((triisopropylsilyl)ethynyl)naphthalen-2-yl)carbamate OC1=CC(=CC2=CC=CC(=C12)C#C[Si](C(C)C)(C(C)C)C(C)C)NC(OC(C)(C)C)=O